BrCCCOC1=C(C2=C(SC(=C2)C(CC(C(=O)[O-])(C)C)=O)C=C1OC)F 4-(5-(3-bromopropoxy)-4-fluoro-6-methoxybenzo[b]thiophen-2-yl)-2,2-dimethyl-4-oxobutanoate